C(#N)C=1C(=NC(=C(C(=O)NC=2C=C(C=CC2)[S@](=O)(C)=NC(CN(C(OC(C)(C)C)=O)C)=O)C1C)N1CCC(CCC1)(F)F)C(F)(F)F tert-butyl (R)-(2-(((3-(5-cyano-2-(4,4-difluoroazepan-1-yl)-4-methyl-6-(trifluoromethyl)nicotinamido)phenyl)(methyl)(oxo)-λ6-sulfaneylidene)amino)-2-oxoethyl)(methyl)carbamate